4-((2-(N,N-di(2-(2,5-dioxo-2,5-dihydro-1H-pyrrol-1-yl)ethyl)sulfamoyl)ethyl)amino)-4-oxobutanoic acid O=C1N(C(C=C1)=O)CCN(S(=O)(=O)CCNC(CCC(=O)O)=O)CCN1C(C=CC1=O)=O